methyl N-[5-[6-[(5-chloro-2-methyl-phenyl)-methyl-carbamoyl]imidazo[1,2-a]pyridin-3-yl]-2-pyridyl]carbamate ClC=1C=CC(=C(C1)N(C(=O)C=1C=CC=2N(C1)C(=CN2)C=2C=CC(=NC2)NC(OC)=O)C)C